ClC1=NC(=NC(=C1)C=1C(=NN(C1)C)C)N 4-chloro-6-(1,3-dimethyl-1H-pyrazol-4-yl)pyrimidin-2-amine